tert-butyl (2R)-2-(4-chlorophenyl)-3-(4-(6-methyl-7-oxo-5,6,7,8-tetrahydropyrido[2,3-d]pyrimidin-4-yl)piperazin-1-yl)-3-oxopropyl(isopropyl)carbamate ClC1=CC=C(C=C1)[C@H](CN(C(OC(C)(C)C)=O)C(C)C)C(=O)N1CCN(CC1)C=1C2=C(N=CN1)NC(C(C2)C)=O